N4,N4'-bis(4-fluorophenyl)-[1,1'-biphenyl]-4,4'-diamine FC1=CC=C(C=C1)NC1=CC=C(C=C1)C1=CC=C(C=C1)NC1=CC=C(C=C1)F